N-(1-benzyl-6-(7-hydroxy-1-(oxiran-2-ylmethyl)-1H-pyrrolo[2,3-c]pyridin-3-yl)-1H-indol-4-yl)methanesulfonamide C(C1=CC=CC=C1)N1C=CC2=C(C=C(C=C12)C1=CN(C2=C(N=CC=C21)O)CC2OC2)NS(=O)(=O)C